5-(4'-chloro-[1,1':2',1''-terphenyl]-2-yl)-5H-benzo[b]carbazole ClC=1C=C(C(=CC1)C1=C(C=CC=C1)N1C2=CC=CC=C2C=2C=C3C(=CC12)C=CC=C3)C3=CC=CC=C3